ClC1=C(C=CC=C1)N1C(N=C(C2=C1N=C(C=C2)C(F)(F)F)NCCC(=O)NC)=O 3-((1-(2-Chlorophenyl)-2-oxo-7-(trifluoromethyl)-1,2-dihydropyrido[2,3-d]pyrimidin-4-yl)amino)-N-methylpropanamide